ClC1=C(C(=O)O)C=C(C=C1)N1C(C2CCCCC2C1=O)=O 2-chloro-5-(1,3-dioxooctahydro-2H-isoindol-2-yl)benzoic acid